Tert-butyl (1S,4S)-5-(6-amino-5-nitropyridin-2-yl)-2,5-diazabicyclo[2.2.1]heptane-2-carboxylate NC1=C(C=CC(=N1)N1[C@@H]2CN([C@H](C1)C2)C(=O)OC(C)(C)C)[N+](=O)[O-]